(R)-2-fluoro-4-(methyl-(4-methylpyrimidin-2-yl)amino)-N-(8-methylisoquinolin-1-yl)-N-(piperidin-3-yl)benzamide FC1=C(C(=O)N([C@H]2CNCCC2)C2=NC=CC3=CC=CC(=C23)C)C=CC(=C1)N(C1=NC=CC(=N1)C)C